2-(biphenyl-2-yloxy)pyrido[4,3-d]pyrimidine C1(=C(C=CC=C1)OC=1N=CC2=C(N1)C=CN=C2)C2=CC=CC=C2